S(=O)(=O)(O)OC=1C(C(=O)[O-])=CC=CC1.[Na+].[Na+].S(=O)(=O)(O)OC=1C(C(=O)[O-])=CC=CC1 Disodium Sulfosalicylate